tert-Butyl 3-bromo-6,7-dichloro-indole-1-carboxylate BrC1=CN(C2=C(C(=CC=C12)Cl)Cl)C(=O)OC(C)(C)C